C(C=C)(=O)OC(=O)C=C (acryl) acrylate